1-methyl-N-(4-(pyridin-2-ylmethyl)piperidin-4-yl)-1H-imidazole-5-carboxamide bis(2,2,2-trifluoroacetate) FC(C(=O)O)(F)F.FC(C(=O)O)(F)F.CN1C=NC=C1C(=O)NC1(CCNCC1)CC1=NC=CC=C1